C(C)OC(=O)N1CCN(CCC1)C1CCC(CC1)(C1=CC=NC=C1)C#N 4-[4-cyano-4-(pyridin-4-yl)cyclohexyl]-1,4-diazepan-1-carboxylic acid ethyl ester